4,4'-[[3-(benzyloxy)phenyl]azanediyl]bis(butan-1-ol) C(C1=CC=CC=C1)OC=1C=C(C=CC1)N(CCCCO)CCCCO